(2S,3S)-1-((S)-tert-butylsulfinyl)-3-methylazacyclopropane-2-carboxylic acid ethyl ester C(C)OC(=O)[C@H]1N([C@H]1C)[S@@](=O)C(C)(C)C